(2R)-N-[4-(3-anilino-5-ethyl-4-oxo-4,5,6,7-tetrahydro-1H-pyrrolo[3,2-c]pyridin-2-yl)pyridin-2-yl]-2-(4-fluorophenyl)propanamide N(C1=CC=CC=C1)C1=C(NC2=C1C(N(CC2)CC)=O)C2=CC(=NC=C2)NC([C@H](C)C2=CC=C(C=C2)F)=O